OC(=O)C1=CC=C(C=C1)C1=NC2=C(N1)C=CC(=C2)C(=O)O 2-(4-hydroxycarbonyl-phenyl)-1H-benzimidazole-5-carboxylic acid